4-Dimethylaminoazobenzene-4'-sulfonyl chloride CN(C)C1=CC=C(C=C1)N=NC2=CC=C(C=C2)S(=O)(=O)Cl